1-(3-(2,2,2-trifluoro-1-hydroxyethyl)phenyl)ethan-1-one FC(C(O)C=1C=C(C=CC1)C(C)=O)(F)F